C(CCC(=O)N(CCO)CCO)CC(=O)N(CCO)CCO N,N,N',N'-Tetrakis(2-hydroxyethyl)adipamide